C1(CCC1)OC1=CC=NN1C1=NC=C(C=C1)C1OCCO1 2-(5-Cyclobutoxy-1H-pyrazol-1-yl)-5-(1,3-dioxolan-2-yl)pyridine